N,N-dimethyl-2-(2-(2-nitrophenyl)-9H-carbazol-3-yloxy)ethylamine CN(C)CCOC=1C(=CC=2NC3=CC=CC=C3C2C1)C1=C(C=CC=C1)[N+](=O)[O-]